ClC=1C(=C(C=CC1F)[C@@H](NC(=O)N1[C@@H](C(NCC1)=O)CO)[C@@H]1C[C@H](C1)C(F)(F)F)F (R)-N-((S)-(3-chloro-2,4-difluorophenyl)((trans)-3-(trifluoromethyl)cyclobutyl)methyl)-2-(hydroxymethyl)-3-oxopiperazine-1-carboxamide